((S)-tetrahydrofuran-2-yl)quinoline-4-carboxamide O1[C@@H](CCC1)C1=NC2=CC=CC=C2C(=C1)C(=O)N